tert-butyl rel-cis-octa-hydro-2H-pyrrolo[3,4-c]pyridine-2-carboxylate C1N(C[C@H]2CNCC[C@H]21)C(=O)OC(C)(C)C |o1:3,8|